(R)-3-(2-(azepan-2-yl)-4-chlorobenzyl)-2-thiocarbonyl-1,2,3,7-tetrahydro-6H-purin-6-one N1[C@H](CCCCC1)C1=C(CN2C(NC(C=3NC=NC23)=O)=C=S)C=CC(=C1)Cl